BrC1=CC=C2C=NN(C2=C1)C1CCC(CC1)(F)F 6-bromo-1-(4,4-difluorocyclohexyl)-1H-indazole